C1(=CC=CC=C1)/C=C/C=1C=C(C(=C(C1)O)C(C)C)O 5-[(E)-2-phenylethenyl]-2-(propan-2-yl)benzene-1,3-diol